ClC1=C(C(=O)NC=2C=C3C=C(N(C3=CC2)C)C(=O)NCC2=CC=C(C=C2)[N+](=O)[O-])C=C(C=C1)CNC(C(C)C)=O 5-(2-chloro-5-(isobutyrylaminomethyl)benzoylamino)-1-methyl-N-(4-nitrobenzyl)-1H-indole-2-carboxamide